C(C)N(CC)CC.C(\C=C/C(=O)O)(=O)O maleic acid triethylamine salt